(1R,2S)-2-(3,4-difluorophenyl)cyclopropyl-2-(ethylthio)-9-methyl-9H-purin-6-amine FC=1C=C(C=CC1F)[C@@H]1[C@@H](C1)C=1N(C2=NC(=NC(=C2N1)N)SCC)C